tert-butyl 6,7-bis[[(2R)-3-methoxy-2-(methylamino)-3-oxo-propyl] thio]-5,8-dioxo-2,3-dihydro-1H-pyrazolo[1,2-a]pyridazine-2-carboxylate COC([C@H](CSC=1C(N2N(C(C1SC[C@@H](C(OC)=O)NC)=O)CC(C2)C(=O)OC(C)(C)C)=O)NC)=O